pyrido[3,2-f][1,3]diazepine N1C=NC=CC2=C1N=CC=C2